2-(tert-butoxycarbonyl)-N6-(4-(6-(pyrimidin-2-yl)-1,2,4,5-tetrazin-3-yl)benzoyl)lysine C(C)(C)(C)OC(=O)[C@](N)(CCCCNC(C1=CC=C(C=C1)C=1N=NC(=NN1)C1=NC=CC=N1)=O)C(=O)O